4-((1-((2,4-dichlorophenyl)sulfonyl)-3-formylazetidin-3-yl)methoxy)-2-fluorobenzonitrile ClC1=C(C=CC(=C1)Cl)S(=O)(=O)N1CC(C1)(C=O)COC1=CC(=C(C#N)C=C1)F